S1(NC(C=N1)=O)(=O)=O 1,2,5-thiadiazolin-3-one 1,1-dioxide